C(C1=CC=CC=C1)(=O)[C@@](C(=O)Br)(O)[C@@](O)([C@](O)([C@H](O)C(O)C(C1=CC=CC=C1)=O)C(C1=CC=CC=C1)=O)C(C1=CC=CC=C1)=O 2,3,4,6-tetrabenzoyl-bromoglucose